C1=CC=CC=2C3=CC=CC=C3C(C12)(C=1C=C2C=CC(=CC2=CC1)OCCOC1=C(C2=CC=CC=C2C=C1)C1=C(C=CC2=CC=CC=C12)OCCO)C=1C=C2C=CC(=CC2=CC1)OCCOC1=C(C2=CC=CC=C2C=C1)C1=C(C=CC2=CC=CC=C12)OCCO 2,2'-{9H-fluorene-9,9-diylbis[(naphthalene-6,2-diyl)oxyethane-2,1-diyloxy[1,1'-binaphthalene]-2',2-diyloxy]}di(ethan-1-ol)